7,9-bis(4-dibenzofuran-4-ylphenyl)-3-phenylpyrido[1,2-a][1,3,5]triazine-2,4-dione C1=CC=C(C=2OC3=C(C21)C=CC=C3)C3=CC=C(C=C3)C=3C=C(C=2N(C(N(C(N2)=O)C2=CC=CC=C2)=O)C3)C3=CC=C(C=C3)C3=CC=CC2=C3OC3=C2C=CC=C3